CC(C)N[C@H](CCCCNC(C)C)C(=O)N1[C@@H](CN(CC1)C=1O[C@H]([C@@H](N1)C)C1=CC=CC=C1)C(=O)NCC1=CC(=CC=C1)Cl (2S)-1-[N2,N6-bis(1-methylethyl)-D-lysyl]-N-(3-chlorobenzyl)-4-[(4S,5S)-4-methyl-5-phenyl-4,5-dihydro-1,3-oxazol-2-yl]piperazine-2-carboxamide